2-(1-Aminocyclopropyl)-4-(6-(2,5-difluorophenyl)-6-(1-methyl-2-oxo-1,2-dihydropyridine-3-yl)hex-1,3-diyn-1-yl)-1H-pyrrole NC1(CC1)C=1NC=C(C1)C#CC#CCC(C=1C(N(C=CC1)C)=O)C1=C(C=CC(=C1)F)F